CN(C1CC(CC1)C=1C=C(C=CC1)N1C=CC2=C(C=CC(=C12)C)F)C N-(3-(3-(dimethylamino)cyclopentyl)phenyl)-4-fluoro-7-methyl-1H-indole